ClC=1C=C2C(=NN(C2=CC1C#N)COCC[Si](C)(C)C)C1=CC(=C2CCN(CC2=C1)C)C 5-chloro-3-(2,5-dimethyl-1,2,3,4-tetrahydroisoquinolin-7-yl)-1-((2-(trimethylsilyl)ethoxy)methyl)-1H-indazole-6-carbonitrile